C(C1=CC=CC=C1)(=O)OCCCN=CCCC [3-(3-propyl) methyleneaminopropyl] benzoate